N-(2-((4-(6-bromo-3-cyano-1-methyl-2-oxo-1,2-dihydro-1,5-naphthyridin-4-yl)piperazin-1-yl)methyl)phenyl)acetamide terbium [Tb].BrC=1N=C2C(=C(C(N(C2=CC1)C)=O)C#N)N1CCN(CC1)CC1=C(C=CC=C1)NC(C)=O